5-amino-2-azabicyclo[2.1.1]hexane-2-carboxylate NC1C2CN(C1C2)C(=O)[O-]